ClC=1C(=CC(=C(N)C1)F)C=1C=NC=C(C1)C(F)F 5-chloro-4-(5-(difluoromethyl)pyridin-3-yl)-2-fluoroaniline